CC1(CCC2=NN=C(N21)C2=CC=CC(=N2)N2CC=1C(=NC(=CC1C2=O)N(C)C(C)C)N2CCNCC2)C 4-(2-(6-(5,5-Dimethyl-6,7-dihydro-5H-pyrrolo[2,1-c][1,2,4]triazol-3-yl)pyridine-2-yl)-6-(isopropyl(methyl)amino)-1-oxo-2,3-dihydro-1H-pyrrolo[3,4-c]pyridin-4-yl)piperazine